CC1=C(C=C(C(=O)N2[C@H](CC2)C(=O)NC=2SC=C(N2)C2=CC(=CC=C2)C2=CC=NC=C2)C=C1)S(=O)(=O)C (R)-1-(4-methyl-3-(methylsulfonyl)benzoyl)-N-(4-(3-(pyridin-4-yl)phenyl)thiazol-2-yl)azetidine-2-carboxamide